((2,2-difluoro-1-oxo-7-(trifluoromethylsulfanyl)-2,3-dihydro-1H-inden-4-yl)oxy)-5-fluorobenzonitrile FC1(C(C2=C(C=CC(=C2C1)OC1=C(C#N)C=C(C=C1)F)SC(F)(F)F)=O)F